2-(3-Chloro-6-methylpyridin-2-yl)-7-fluoro-6-(5-(2-hydroxypropan-2-yl)-1-methyl-1H-1,2,4-triazol-3-yl)-4-isopropylisoquinolin-1(2H)-one ClC=1C(=NC(=CC1)C)N1C(C2=CC(=C(C=C2C(=C1)C(C)C)C1=NN(C(=N1)C(C)(C)O)C)F)=O